C(#C)C1(CCC2(OCCO2)CC1)OC 8-ethynyl-8-methoxy-1,4-dioxaspiro[4.5]decane